C(C)OCC=1C=C(C=CC1OC)/C=C/C(=O)C1=CC=C(C=C1)O (E)-3-[3-(Ethoxymethyl)-4-methoxyphenyl]-1-(4-hydroxyphenyl)prop-2-en-1-one